1-(2,6-dimethyltetrahydro-2H-pyran-4-yl)-3-methyl-N-(7-methyl-[1,2,4]triazolo[1,5-a]pyridin-6-yl)-1H-pyrazolo[3,4-d]pyrimidin-6-amine CC1OC(CC(C1)N1N=C(C=2C1=NC(=NC2)NC=2C(=CC=1N(C2)N=CN1)C)C)C